5-[(5-chloro-2-fluoro-pyrimidin-4-yl)amino]indolin-2-one ClC=1C(=NC(=NC1)F)NC=1C=C2CC(NC2=CC1)=O